Methyl 4-iodobenzoate IC1=CC=C(C(=O)OC)C=C1